C12(CCC3=CC(=CC=C13)O)CCC1=CC(=CC=C12)O spirobiindane-5,5'-diol